2-amino-N-{7-methoxy-8-[2-(piperazin-1-yl)ethoxy]-2H,3H-imidazo[1,2-c]quinazolin-5-yl}pyrimidine-5-carboxamide NC1=NC=C(C=N1)C(=O)NC1=NC=2C(=C(C=CC2C=2N1CCN2)OCCN2CCNCC2)OC